6-(4,4,5,5-tetramethyl-1,3,2-dioxaborolan-2-yl)quinolin-2-ol CC1(OB(OC1(C)C)C=1C=C2C=CC(=NC2=CC1)O)C